FC1([C@@H](O[C@@H]([C@H]1O)CO)N1C(N[C@@H](CC1)O)=O)F (R)-1-((2R,4R,5R)-3,3-difluoro-4-hydroxy-5-(hydroxymethyl)tetrahydrofuran-2-yl)-4-hydroxytetrahydropyrimidin-2(1H)-one